tert-butyl (1S,5R)-9-[(5-fluoro-2-pyridyl)methyl]-3-oxa-7,9-diazabicyclo[3.3.1]nonane-7-carboxylate FC=1C=CC(=NC1)CN1[C@@H]2COC[C@H]1CN(C2)C(=O)OC(C)(C)C